ClC1(C(=O)O)CC=C(C=C1)Cl 1,4-dichlorobenzoic acid